ClC1=CC=C(C=N1)CN1[C@@H](CCN2C1=NC(=CC2=O)N2[C@@H](COCC2)C)C(F)(F)F (S)-9-(6-Chloro-pyridin-3-ylmethyl)-2-((R)-3-methyl-morpholin-4-yl)-8-trifluoromethyl-6,7,8,9-tetrahydro-pyrimido[1,2-a]-pyrimidin-4-one